C1(CC1)C1=CC(=C(C=C1)NC1=CC(=NC=C1C(=O)NOCC)NC1=NC=C(C(=C1)C)F)N(S(=O)(=O)C)C 4-((4-cyclopropyl-2-(N-methyl-methanesulfonamido)-phenyl)amino)-N-ethoxy-6-((5-fluoro-4-methyl-pyridin-2-yl)amino)nicotinamide